(S)-2-amino-3-(octadecyloxy)propan-1-ol Hydrogen chloride Cl.N[C@@H](CO)COCCCCCCCCCCCCCCCCCC